9-(1-((6-Chloro-2-(1-methyl-1H-1,2,4-triazol-3-yl)pyridin-3-yl)amino)ethyl)-4,7-dimethyl-3-(piperidin-4-yl)-3,4-dihydro-5H-pyrazolo[3,4-c]isoquinolin-5-one ClC1=CC=C(C(=N1)C1=NN(C=N1)C)NC(C)C=1C=2C3=C(N(C(C2C=C(C1)C)=O)C)N(N=C3)C3CCNCC3